CN1C=NC2=C(C1=O)N=CN2[C@H]3[C@@H]([C@@H]([C@H](O3)COP(=O)(O)O[C@@H]4[C@H](O[C@H]([C@@H]4O)N5C=CC(=NC5=O)N)COP(=O)(O)O[C@@H]6[C@H](O[C@H]([C@@H]6O)N7C=NC8=C7N=C(NC8=O)N)COP(=O)(O)O[C@@H]9[C@H](O[C@H]([C@@H]9O)N1C=NC2=C1N=CNC2=O)CO)OP(=O)(O)OC[C@@H]1[C@H]([C@H]([C@@H](O1)N1C=CC(=O)NC1=O)O)OP(=O)(O)O)O The molecule is a tRNA oligonucleotide comprised of a sequence of one inosine, one guanosine, one cytidine, one 1-methylinosine and one uridine residue connected by 3'->5' phosphodiester linkages and with a phosphoric residue at the 3'-terminus..